7-((2R,3R,4R,5S)-3,4-bis((tert-Butyldimethylsilyl)oxy)-5-((((4-phenyl-1H-imidazol-5-yl)methyl)thio)methyl)tetrahydrofuran-2-yl)-7H-pyrrolo[2,3-d]pyrimidin-4-amine [Si](C)(C)(C(C)(C)C)O[C@H]1[C@@H](O[C@@H]([C@H]1O[Si](C)(C)C(C)(C)C)CSCC1=C(N=CN1)C1=CC=CC=C1)N1C=CC2=C1N=CN=C2N